Cl.Cl.ClC1=CC(=C(COC2=CC=CC(=N2)N2[C@H]3[C@@H](NCC2)COC3)C=C1)F |r| rac-(4aR,7aS)-1-(6-((4-Chloro-2-fluorobenzyl)oxy)pyridin-2-yl)octahydrofuro[3,4-b]pyrazine dihydrochloride